C(CCCCC(=O)O)(=O)O Adipic Acid